1,1,3-tribromo-3-chloro-1,3-disilacyclobutane Br[Si]1(C[Si](C1)(Cl)Br)Br